3-(3,4-dimethoxybenzoyl)-N-(3-(dimethylamino)propyl)-4-oxo-6-(trifluoromethyl)-4H-chromene-2-carboxamide COC=1C=C(C(=O)C2=C(OC3=CC=C(C=C3C2=O)C(F)(F)F)C(=O)NCCCN(C)C)C=CC1OC